CC1=[NH+]C=C(C(=C1O)C=O)CO The molecule is a pyridinium ion obtained by protonation of the ring nitrogen of pyridoxal. It is a conjugate acid of a pyridoxal.